C(CCC(=O)C)(=O)[O-] levulinic acid anion